COC(=O)[C@@H]1CC[C@H](CC1)C=1OC(=NN1)C1CCC(CC1)(F)F.OC1=CC=C(C=C1)C(C(F)(F)F)(C(F)(F)F)C1=CC=C(C=C1)O 2,2-bis-(4-hydroxyphenyl)hexafluoropropane methyl-trans-4-(5-(4,4-difluorocyclohexyl)-1,3,4-oxadiazol-2-yl)cyclohexanecarboxylate